2,4-di-tert-butylphenyl-3,5-di-tert-butylphenyl-4,4-di-tert-butylphenyl benzoate C(C1=CC=CC=C1)(=O)OC1=C(C(C(C=C1)(C(C)(C)C)C(C)(C)C)C1=C(C=C(C=C1)C(C)(C)C)C(C)(C)C)C1=CC(=CC(=C1)C(C)(C)C)C(C)(C)C